C(C)N1C=NC2=C1N=NC=C2C2=CC(=C(C=C2)F)C2=CC1=CN(N=C1C=C2OC)C2CCN(CC2)C2COC2 7-Ethyl-4-(4-fluoro-3-(6-methoxy-2-(1-(oxetan-3-yl)piperidin-4-yl)-2H-indazol-5-yl)phenyl)-7H-imidazo[4,5-c]pyridazine